N-(2-aminoethyl)-4-(cyclohexylamino)-3-((pyridin-4-ylmethyl)amino)benzenesulfonamide hydrochloride Cl.NCCNS(=O)(=O)C1=CC(=C(C=C1)NC1CCCCC1)NCC1=CC=NC=C1